ClC=1N=C(C2=C(N1)C=CC=N2)N2C(COCC2)C 4-(2-chloropyrido[3,2-d]pyrimidin-4-yl)-3-methylmorpholine